N-[3-fluoro-4-[(7-methoxy-1,5-naphthyridin-4-yl)oxy]phenyl]-5-(4-fluorophenyl)-1,6-dimethyl-4-oxopyridine-3-carboxamide FC=1C=C(C=CC1OC1=CC=NC2=CC(=CN=C12)OC)NC(=O)C1=CN(C(=C(C1=O)C1=CC=C(C=C1)F)C)C